(R)-3-hydroxy-4-(4-((1-(methylsulfonyl)piperidin-3-yl)amino)phthalazin-1-yl)benzonitrile OC=1C=C(C#N)C=CC1C1=NN=C(C2=CC=CC=C12)N[C@H]1CN(CCC1)S(=O)(=O)C